BrC=1C=C2C(=CNC(C2=CC1)=O)I 6-bromo-4-iodoisoquinolin-1(2H)-one